2-amino-3-methyl-N-((2R)-3,3,3-trifluoro-2-hydroxypropyl)-N-((5-(trifluoromethyl)-2-pyridinyl)methyl)-6-quinolinecarboxamide NC1=NC2=CC=C(C=C2C=C1C)C(=O)N(CC1=NC=C(C=C1)C(F)(F)F)C[C@H](C(F)(F)F)O